6-bromo-2-(trifluoromethyl)-6,7-dihydro-5H-cyclopenta[b]pyridin-5-one BrC1C(C=2C(=NC(=CC2)C(F)(F)F)C1)=O